1,3-Dihydroimidazol-2-one N1C(NC=C1)=O